[Cl-].C(CCCCC)[N+](CCCCCC)(CCCCCC)CCCCCC Tetra(1-hexyl)-ammonium chlorid